O=N1=C2C=CC=CC2=N(C2=CC=CC=C12)=O 5,10-dioxo-5λ5,10λ5-phenazine